3-(2-Cyanopropan-2-yl)-5-(methylsulfonyl)benzoic acid C(#N)C(C)(C)C=1C=C(C(=O)O)C=C(C1)S(=O)(=O)C